Cl.NC1CN(CCC1)C1=C(C=C2C(=N1)N=C(O2)N2CCOCC2)C(=O)NC2=NC(=CC=C2)C=2C=NN(C2)C 5-(3-Aminopiperidin-1-yl)-N-(6-(1-methyl-1H-pyrazol-4-yl)pyridin-2-yl)-2-morpholinooxazolo[4,5-b]pyridine-6-carboxamide, Hydrochloride